Cl.FC(C=1C=C(C(=N)N)C=C(C1)C(F)(F)F)(F)F 3,5-bis(trifluoromethyl)benzamidine hydrochloride